C(C)OC(=O)C1=C(N=C(S1)NC1=NC(=CC(=N1)N1CCC(CC1)O)CC1=CC=C(C=C1)S(=O)C)C 2-[4-(4-hydroxy-piperidin-1-yl)-6-(4-methanesulfinyl-benzyl)-pyrimidin-2-ylamino]-4-methyl-5-thiazolecarboxylic acid ethyl ester